CC(C)C1=C(C(=O)OC)C(=CC=C1)O[C@H]1CN([C@@H](CC1)C)C(=O)C1=C(C=CC=C1)N1N=CC=N1 methyl 2-(1-methylethyl)-6-{[(3R,6R)-6-methyl-1-{[2-(2H-1,2,3-triazol-2-yl)phenyl]carbonyl}piperidin-3-yl]oxy}benzoate